boron (p-tolyl)boron Glycidyl-(R)-p-toluenesulfonate C(C1CO1)OS(=O)(=O)C1=CC=C(C)C=C1.C1(=CC=C(C=C1)[B])C.[B]